2,2'-((2-((2-(3-(2-((2-aminoethyl)(2-((cyanomethyl)amino)eth-yl)amino)ethyl)-2-oxoimidazolidin-1-yl)ethyl)(cyanomethyl)amino)ethyl)azanediyl)diacetonitrile NCCN(CCN1C(N(CC1)CCN(CCN(CC#N)CC#N)CC#N)=O)CCNCC#N